1-bromodecan-2-one BrCC(CCCCCCCC)=O